CN(C)C1=CC=2N(C=C1)C=C(N2)C=2C=C(C=CC2)C N,N-Dimethyl-(2-m-tolyl-imidazo[1,2-a]pyridin-7-yl)-amine